N'-hydroxy-2-(trifluoromethyl)pyridine-4-carboxamidine ON=C(N)C1=CC(=NC=C1)C(F)(F)F